N-(8,9-difluoro-6-oxo-1,4,5,6-tetrahydro-2H-pyrano[3,4-c]isoquinolin-1-yl)-N-methyl-1H-pyrrolo[2,3-c]pyridine-2-carboxamide FC=1C(=CC=2C3=C(NC(C2C1)=O)COCC3N(C(=O)C3=CC=1C(=CN=CC1)N3)C)F